CC1(C=2C=C(C=CC2C=2C=C3OC=4C=5B(C=6C=C7C(=CC6OC5C=CC4)C4=CC=C(C=C4C7(C)C)N(C7=CC=C(C=C7)C)C7=CC=C(C=C7)C)C3=CC21)N(C2=CC=C(C=C2)C)C2=CC=C(C=C2)C)C 16,16,19,19-tetramethyl-N2,N2,N14,N14-tetra-p-tolyl-16H,19H-6,10-dioxa-17b-boraindeno[1,2-b]indeno[1',2':6,7]naphtho[1,2,3-fg]anthracene-2,14-diamine